FC1=C(CN2C(C=3C=CC=[N+](C3CC2)[O-])=O)C=C(C=C1)OC(F)(F)F 6-(2-fluoro-5-(trifluoromethoxy)benzyl)-5-oxo-5,6,7,8-tetrahydro-1,6-naphthyridine-1-oxide